FC1=CC=C2CC(COC2=C1)C(=O)O 7-fluorochromane-3-carboxylic acid